5-(8-Amino-6-(trifluoromethyl)imidazo[1,2-a]pyrazin-3-yl)-N-(4-cyanobicyclo[2.1.1]hexan-1-yl)-2-fluorobenzenesulfonamide trifluoroacetate salt FC(C(=O)O)(F)F.NC=1C=2N(C=C(N1)C(F)(F)F)C(=CN2)C=2C=CC(=C(C2)S(=O)(=O)NC21CCC(C2)(C1)C#N)F